1-benzyl 2-methyl (2R,3S,5S)-5-(((tert-butyldiphenylsilyl)oxy)methyl)-3-((4-methoxybenzyl)amino)pyrrolidine-1,2-dicarboxylate [Si](C1=CC=CC=C1)(C1=CC=CC=C1)(C(C)(C)C)OC[C@@H]1C[C@@H]([C@@H](N1C(=O)OCC1=CC=CC=C1)C(=O)OC)NCC1=CC=C(C=C1)OC